4-(5-(difluoromethyl)-1,3,4-oxadiazol-2-yl)-1-(3-(thiophen-3-yl)prop-2-yn-1-yl)pyridin-2(1H)-one FC(C1=NN=C(O1)C1=CC(N(C=C1)CC#CC1=CSC=C1)=O)F